CC1=NC2=CC(=CC(=C2C=C1)C1(CC1)C1=C(C(=O)N)C=CC=C1)CCC(F)(F)F (1-(2-methyl-7-(3,3,3-trifluoropropyl)quinolin-5-yl)cyclopropyl)benzamide